methyl (Z)-4-((((S)-3-acetamido-2-((S)-2-amino-4-(4-hydroxyphenyl)butanamido)propanoyl)glycyl)oxy)but-2-enoate C(C)(=O)NC[C@@H](C(=O)NCC(=O)OC\C=C/C(=O)OC)NC([C@H](CCC1=CC=C(C=C1)O)N)=O